ClC=1C=CC=2C(C3=CC=C(C=C3NC2C1)OC(F)(F)F)(C)C 3-Chloro-9,9-dimethyl-6-(trifluoromethoxy)-9,10-dihydroacridine